tert-butyl ((7-fluoro-10,11-dihydrodibenzo[b,f]oxepin-10-yl)methyl)carbamate FC1=CC2=C(C(CC3=C(O2)C=CC=C3)CNC(OC(C)(C)C)=O)C=C1